calcium carbonate magnesium salt [Mg+2].C([O-])([O-])=O.[Ca+2].C([O-])([O-])=O